C(C)(C)C12CCCN2C(C2=C1SC(=C2)C2=NC(=NC=C2C(F)(F)F)NC2CCN(CC2)S(=O)(=O)C)=O 8a-isopropyl-2-(2-((1-(methylsulfonyl)piperidin-4-yl)amino)-5-(trifluoromethyl)pyrimidin-4-yl)-6,7,8,8a-tetrahydro-4H-thieno[2,3-a]pyrrolizin-4-one